9,10-dimethoxy-2,3,6,7-tetrahydro-4H-pyrimido[6,1-a]isoquinolin-4-one COC=1C=C2CCN3C(C2=CC1OC)=CCNC3=O